C1C[NH2+][C@@H]([C@@H]1O)C(=O)[O-] The molecule is the zwitterion formed from cis-3-hydroxy-L-proline by proton transfer from the carboxy group to the ring nitrogen. It is the predominant species at physiological pH. It is a tautomer of a cis-3-hydroxy-L-proline.